OC1=C(C=C(C=C1)N1C(C2=CC=C(C=C2CC1)C=1C=C(C(=O)NC(C)C)C=C(C1)C(F)(F)F)=O)NS(=O)(=O)C 3-(2-(4-hydroxy-3-(methylsulfonamido)phenyl)-1-oxo-1,2,3,4-tetrahydroisoquinolin-6-yl)-N-isopropyl-5-(trifluoromethyl)benzamide